FC(S(=O)(=O)OC=1C=C(C(=C2C=NNC12)C=1C=NNC1)F)(F)F 5-fluoro-4-(1H-pyrazol-4-yl)-1H-indazol-7-yl trifluoromethanesulfonate